tert-butyl (S)-3-(6-methoxybenzofuran-3-carboxamido)pyrrolidine-1-carboxylate COC1=CC2=C(C(=CO2)C(=O)N[C@@H]2CN(CC2)C(=O)OC(C)(C)C)C=C1